C(C)(C)(C)OC(=O)N1CC(=C(C1)C(NCC1=C(C=C(C=C1)Cl)C)=O)C1=C(C=CC=C1)Br 3-(2-Bromophenyl)-4-((4-chloro-2-methylbenzyl)carbamoyl)-2,5-dihydro-1H-pyrrole-1-carboxylic acid tert-butyl ester